O=C1NC(CCC1C1=C(C=C(C=C1F)N1CC(C1)NC(OCC1CC(C1)O[Si](C)(C)C(C)(C)C)=O)F)=O ((1r,3r)-3-((tert-butyldimethylsilyl)oxy)cyclobutyl)methyl (1-(4-(2,6-dioxopiperidin-3-yl)-3,5-difluorophenyl)azetidin-3-yl)carbamate